5-[4-(6-fluoropyridin-3-yl)piperazine-1-carbonyl]-6-methyl-N-(1-methylcyclopropyl)furo[2,3-d]pyrimidin-4-amine FC1=CC=C(C=N1)N1CCN(CC1)C(=O)C1=C(OC=2N=CN=C(C21)NC2(CC2)C)C